ethyl 1-((ethoxycarbonyl) amino)-1H-imidazole-2-carboxylate C(C)OC(=O)NN1C(=NC=C1)C(=O)OCC